C(CCC)C1=CC=C(C=C1)C(C=CN(C)C)=O 1-(4-butylphenyl)-3-(dimethylamino)prop-2-en-1-one